1-[1-(cyanomethyl)-4-[(4-phenylphenyl)methylamino]cyclohexyl]-3-(cyclopropanecarbonylamino)pyrazole-4-carboxamide (E,Z)-6,11-hexadecadienyl-acetate C(CCCC\C=C\CCC\C=C/CCCC)CC(=O)O.C(#N)CC1(CCC(CC1)NCC1=CC=C(C=C1)C1=CC=CC=C1)N1N=C(C(=C1)C(=O)N)NC(=O)C1CC1